1-keto-3,4-dihydroisoquinoline-5-sulfonamide O=C1NCCC=2C(=CC=CC12)S(=O)(=O)N